C(C)(=O)[O-].C(C)N1C=[N+](C=C1)C 1-Ethyl-3-methylimidazolium acetat